7-isopropoxy-2-(1-(methoxymethyl)-2-oxabicyclo[2.1.1]hexan-4-yl)imidazo[1,2-a]pyrimidine-6-carboxylic acid C(C)(C)OC1=NC=2N(C=C1C(=O)O)C=C(N2)C21COC(C2)(C1)COC